(E)-(S)-N-(1,2,3,4-tetrahydro-1-naphthyl)-4-((2-aminomethyl-3-fluoroallyl)oxy)-benzamide trifluoroacetate FC(C(=O)O)(F)F.[C@@H]1(CCCC2=CC=CC=C12)NC(C1=CC=C(C=C1)OC\C(=C\F)\CN)=O